2-ethylhexyl α-cyano-β,β-diphenylacrylate C(#N)C(C(=O)OCC(CCCC)CC)=C(C1=CC=CC=C1)C1=CC=CC=C1